(6-bromo-1-((S)-2-(dimethylamino)propyl)-1H-indol-3-yl)(6-chlorochroman-3-yl)methanone BrC1=CC=C2C(=CN(C2=C1)C[C@H](C)N(C)C)C(=O)C1COC2=CC=C(C=C2C1)Cl